FC=1C=C(C=C2C=CN(C(C12)=O)C1CNCC1)C=1C=C(C=2N(C1)C=C(N2)C)C#N 6-[8-fluoro-1-oxo-2-(pyrrolidin-3-yl)isoquinolin-6-yl]-2-methylimidazo[1,2-a]pyridine-8-carbonitrile